3-{4-[4-fluoro-2-(2,2,2-trifluoroethoxy)phenyl]-1-oxo-1,3-dihydro-2H-pyrrolo[3,4-c]pyridin-2-yl}-1-methyl-1H-pyrazole-5-carbonitrile FC1=CC(=C(C=C1)C1=NC=CC2=C1CN(C2=O)C2=NN(C(=C2)C#N)C)OCC(F)(F)F